(E)-6-(3-(4-hydroxyphenyl)-3-oxoprop-1-en-1-yl)-2H-chromen-2-one OC1=CC=C(C=C1)C(/C=C/C=1C=C2C=CC(OC2=CC1)=O)=O